Phenyl-(1-phenyl-1,3,4,9-tetrahydro-β-carbolin-2-yl)-methanone C1(=CC=CC=C1)C(=O)N1C(C=2NC3=CC=CC=C3C2CC1)C1=CC=CC=C1